N-(2-(3-methyl-1H-indol-2-yl)ethyl)pentanamide CC1=C(NC2=CC=CC=C12)CCNC(CCCC)=O